C(C)S(=O)(=O)N[C@H]1[C@@H]2[C@H](N([C@H]1COC1CC3CC3(CC1)C1=NC=C(C=N1)F)C(=O)OC)CCC2 methyl (2R,3S,3aS,6aR)-3-(ethylsulfonamido)-2-(((6-(5-fluoropyrimidin-2-yl)bicyclo[4.1.0]heptan-3-yl)oxy)methyl)hexahydrocyclopenta[b]pyrrole-1(2H)-carboxylate